1-(4-fluoro-2-methylphenyl)-3-(2-methoxypyrimidin-5-yl)-7-(trifluoromethyl)-2,3-dihydroquinazolin-4(1H)-one FC1=CC(=C(C=C1)N1CN(C(C2=CC=C(C=C12)C(F)(F)F)=O)C=1C=NC(=NC1)OC)C